NC1=C(C=C(N=N1)C1=C(C=CC=C1)O)N1CC2CCC(C1)N2C2=CC(=NC=C2)C#CCC2NCCCC2 2-(6-amino-5-(8-(2-(3-(piperidin-2-yl)prop-1-yn-1-yl)pyridin-4-yl)-3,8-diazabicyclo[3.2.1]octan-3-yl)pyridazin-3-yl)phenol